(3S)-3-((1-(2-aminopyridin-3-yl)ethyl)amino)-4-((tert-butyldimethylsilyl)oxy)butanenitrile NC1=NC=CC=C1C(C)N[C@@H](CC#N)CO[Si](C)(C)C(C)(C)C